BrC1=CC2=C(C=3N(CCO2)C=C(N3)N3C(OCC3C(F)F)=O)C=C1 3-(9-bromo-5,6-dihydrobenzo[f]imidazo[1,2-d][1,4]oxazepin-2-yl)-4-(difluoromethyl)oxazolidin-2-one